1-methyl-1-cyclopropylmethyl carbamate C(N)(OC(C1CC1)C)=O